CN(CCC1=CNC2=CC=C(C=C12)SC)C N,N-Dimethyl-2-(5-(methylthio)-1H-indol-3-yl)ethan-1-amine